F[B-](F)(F)F.CC1=C(C=CC=C1)[SH2+] (methylphenyl)sulfonium tetrafluoroborate